FC1=CC=C(C=C1)N1C(N(N=C(C1=O)C(=O)NC1=CC=C(C=C1)OC1=CC(=NC=C1)C=1C=NN(C1)C)C(C)C)=O 4-(4-fluorophenyl)-2-isopropyl-N-(4-((2-(1-methyl-1H-pyrazol-4-yl)pyridin-4-yl)oxy)phenyl)-3,5-dioxo-2,3,4,5-tetrahydro-1,2,4-triazine-6-carboxamide